C(CCCCCCC)N(C(CCCCCCCCCCCCCCCCCCCCCCCCCC)=O)CCCCCCCCCCCCCCCCCCCCCCCCCC heptacosanoic acid, N-octylhexacosanylamide